[Ca+2].C(CCCCCC(=O)[O-])(=O)[O-] pimelic acid, calcium salt